N[C@H](C=1N=C2N(N=C(C=C2)CC2C(NC[C@@H](C2)C(F)(F)F)=O)C1)C1CCCCC1 (5R)-3-((2-((S)-amino(cyclohexyl)methyl)imidazo[1,2-b]pyridazin-6-yl)methyl)-5-(trifluoromethyl)piperidin-2-one